3-Pentadecyl-6-Tert-Butylphenol C(CCCCCCCCCCCCCC)C=1C=C(C(=CC1)C(C)(C)C)O